N-[4-(4-chlorophenyl)-1-oxophthalazin-2(1H)-yl]-2-(4-methylphenyl)acetamide ClC1=CC=C(C=C1)C1=NN(C(C2=CC=CC=C12)=O)NC(CC1=CC=C(C=C1)C)=O